phenyl-glyoxylic acid methyl ester COC(C(=O)C1=CC=CC=C1)=O